BrC1=CC=C(C(=O)NC)C=C1 4-bromo-N-methylbenzamide